(1S,3S)-3-{[2-methyl-6-(1-methyl-5-{[5-(phenoxymethyl)-1H-1,2,3,4-tetrazol-1-yl]methyl}-1H-1,2,3-triazol-4-yl)pyridin-3-yl]oxy}cyclohexane-1-carboxylic acid CC1=NC(=CC=C1O[C@@H]1C[C@H](CCC1)C(=O)O)C=1N=NN(C1CN1N=NN=C1COC1=CC=CC=C1)C